3-[[6-(difluoromethoxy)-4-[2-[(1-methylpyrazol-4-yl)amino]pyrazolo[1,5-a]pyridin-5-yl]-3-pyridyl]oxy]-2,2-dimethyl-propanenitrile FC(OC1=CC(=C(C=N1)OCC(C#N)(C)C)C1=CC=2N(C=C1)N=C(C2)NC=2C=NN(C2)C)F